N1CC(C1)C=1C=C2CN(C(C2=CC1)=O)C1C(NC(CC1)=O)=O 3-(5-(azetidin-3-yl)-1-oxoisoindolin-2-yl)piperidine-2,6-dione